(Z)-3-((3-(docos-13-enamido)propyl)dimethylammonio)-2-hydroxypropane-1-sulfonate C(CCCCCCCCCCC\C=C/CCCCCCCC)(=O)NCCC[N+](CC(CS(=O)(=O)[O-])O)(C)C